[C@@]12(CNC[C@@H]2C1)COC1=NC=CC2=CC(=C(C=C12)OC(C)C)C(=O)N 1-[(1r,5r)-3-azabicyclo[3.1.0]hex-1-ylmethoxy]-7-(prop-2-yloxy)isoquinoline-6-carboxamide